NC=1C(=NN(C1)S(=O)(=O)N(C)C)C1=CC=C(C=C1)C amino-N,N-dimethyl-3-(4-methylphenyl)-1H-pyrazole-1-sulfonamide